tert-butyl (4-(5-(trifluoromethyl)-1,3,4-thiadiazol-2-yl)phenyl)carbamate FC(C1=NN=C(S1)C1=CC=C(C=C1)NC(OC(C)(C)C)=O)(F)F